CNC(=O)C1CN(C1)C=1C2=C(N=C(N1)N1C(CNCC1)C)C=CS2 N-methyl-1-(2-(2-methylpiperazin-1-yl)thieno[3,2-d]Pyrimidin-4-yl)azetidine-3-carboxamide